oxaborolium chloride [Cl-].[O+]=1BC=CC1